C(N)(=O)C1=NC=C(C=N1)C1=CC=C(C(=N1)OC)NC(=O)C=1C(=NOC1C)C1=CC=CC=C1 N-[6-(2-Carbamoylpyrimidin-5-yl)-2-methoxy-3-pyridyl]-5-methyl-3-phenyl-isoxazole-4-carboxamide